OC(CCOS(=O)(=O)C1=CC=C(C=C1)C)(C)C (3-hydroxy-3-methyl-butyl)4-methylbenzenesulfonate